1,4-diallylcyclooctane C(C=C)C1CCC(CCCC1)CC=C